((6-(isopropyl(methyl)amino)-1-oxo-2-(6-(5-oxo-6-oxa-4-azaspiro[2.4]heptane-4-yl)pyridin-2-yl)-2,3-dihydro-1H-pyrrolo[3,4-c]pyridin-4-yl)methyl)(methyl)carbamate C(C)(C)N(C1=CC2=C(C(=N1)COC(NC)=O)CN(C2=O)C2=NC(=CC=C2)N2C1(CC1)COC2=O)C